2,7-dichloro-6-hydroxy-9-(2-(hydroxymethyl)phenyl)-3H-xanthen-3-one ClC1=CC2=C(C3=CC(=C(C=C3OC2=CC1=O)O)Cl)C1=C(C=CC=C1)CO